F[C@H](CCCCCC(=O)NC1=C(C=C(C=C1)CCC1=CC=C(C=C1)C(F)(F)F)N1CCCCC1)CF (7R)-7,8-difluoro-N-(2-(piperidin-1-yl)-4-(4-(trifluoromethyl)phenethyl)phenyl)octanamide